BrC1=CC=C(C=C1)C(=C(C1=CC=CC=C1)C1=CC=C(C=C1)OCCN(C)C)CC (4-bromophenyl)-1-(4-(2-(dimethylamino)ethoxy)phenyl)-1-phenylbutene